2-[3-[(trans)-2-[5-(diethylaminomethyl)-2-pyridinyl]vinyl]-1-tetrahydropyran-2-yl-indazol-6-yl]sulfanyl-N-ethyl-3-fluorobenzamide C(C)N(CC)CC=1C=CC(=NC1)/C=C/C1=NN(C2=CC(=CC=C12)SC1=C(C(=O)NCC)C=CC=C1F)C1OCCCC1